S(=O)(=O)(C1=CC=C(C)C=C1)OCC1CC(C1)C(=O)OC(C)(C)C tert-Butyl 3-((tosyloxy)methyl)cyclobutanecarboxylate